C(C)(C)(C)OC(C(C1=C(C(=CC=C1)C)C1CCC(CC1)OC(F)(F)F)N(CCC(C1=CC(=CC=C1)Cl)C1(CCN(CC1)C(=O)OC(C)(C)C)F)C)=O tert-butyl 4-(3-((2-(tert-butoxy)-1-(3-methyl-2-((1r,4r)-4-(trifluoromethoxy)-cyclohexyl)phenyl)-2-oxoethyl)(methyl)amino)-1-(3-chlorophenyl)propyl)-4-fluoropiperidine-1-carboxylate